9,9-Bis(4-hydroxyphenyl)fluoreneDiglycidyl Ether OC1=CC=C(C=C1)C1(C2=CC=CC=C2C2=CC=C3C(=C12)C1C(COCC2C3O2)O1)C1=CC=C(C=C1)O